(di-iso-propylamino)dibromoborane C(C)(C)N(C(C)C)B(Br)Br